FUMARYLACETOACETATE C(C(=O)CC(=O)O)C(=O)/C=C/C(=O)O